benzyl-tert-butyl-(2R,3R,4R,5R,6R)-2-(hydroxymethyl)-6-(2-methoxyethoxy)-5-((6-(trifluoromethyl)pyrazin-2-yl)amino)tetrahydro-2H-pyran-3,4-diol C(C1=CC=CC=C1)[C@@]1([C@](O[C@H]([C@@H]([C@H]1O)NC1=NC(=CN=C1)C(F)(F)F)OCCOC)(CO)C(C)(C)C)O